O=C1NC(CCC1N1C(N(C2=C1C=CC(=C2)CNC(OCCCNC(=O)OC(C)(C)C)=O)C)=O)=O 3-(tert-butoxycarbonylamino)propyl N-[[1-(2,6-dioxo-3-piperidyl)-3-methyl-2-oxo-benzimidazol-5-yl]methyl]carbamate